FC1OC2=C(CN(C1C)C(=O)C1(COC1)COC)C=CC(=C2)C(=O)[O-] fluoro-4-{[3-(methoxymethyl)oxetan-3-yl]carbonyl}-3-methyl-3,5-dihydro-2H-1,4-benzoxazepine-8-carboxylate